fluoro-3-iodo-2-methyl-3-tetradecen-2-ol FCC(C(=CCCCCCCCCCC)I)(O)C